COC1=C(CCNC(OC(C)(C)C)=O)C=C(C=C1)OC tert-butyl (2,5-dimethoxyphenethylcarbamate)